para-styrenesulfonic acid sodium salt [Na+].C=CC1=CC=C(C=C1)S(=O)(=O)[O-]